CNC1CN(C1)C N,1-dimethylazetidine-3-amine